4',5'-Dichloro-3',6'-dihydroxy-2',7'-dimethoxy-3-oxo-3H-spiro[2-benzofuran-1,9'-xanthene] ClC1=C(C(=CC=2C3(C4=CC(=C(C(=C4OC12)Cl)O)OC)OC(C1=C3C=CC=C1)=O)OC)O